ClCC1=NC2=C(N1CC1=CN=CS1)C=C(C=C2)C(=O)OC methyl 2-(chloromethyl)-1-(thiazol-5-ylmethyl)-1H-benzo[d]imidazole-6-carboxylate